N-((2-(6-(3,3-dimethyl-1,4-diazepan-1-yl)pyridin-2-yl)-1,6-naphthyridin-7-yl)methyl)-4-methyl-3-(methylsulfonyl)benzamide CC1(CN(CCCN1)C1=CC=CC(=N1)C1=NC2=CC(=NC=C2C=C1)CNC(C1=CC(=C(C=C1)C)S(=O)(=O)C)=O)C